ClCCCCC(=O)NC1=CN=CN1C(CCCCCl)=O 5-chloro-N-(1-(5-chloropentanoyl)-1H-imidazol-5-yl)pentanoamide